BrC=1C=CC(=C(C1)C1=CC=CC=C1)NC(C)=O N-(5-bromo-2-biphenylyl)acetamide